OCN(C(C1=CN=CC=C1C(F)(F)F)=O)CC#N N-hydroxymethyl-N-cyanomethyl-4-(trifluoromethyl)nicotinamide